(9H-fluoren-9-yl)methyl 3-(4-((4-chloro-5-(trifluoromethyl)pyrimidin-2-yl)amino)-3-cyclopropylphenyl)azetidine-1-carboxylate ClC1=NC(=NC=C1C(F)(F)F)NC1=C(C=C(C=C1)C1CN(C1)C(=O)OCC1C2=CC=CC=C2C=2C=CC=CC12)C1CC1